NC=1N=NC(=CC1N1CC2CCC(C1)N2C=2C=C(C=CC2)C=C2CCN(CC2)C(=O)OCC2=CC=CC=C2)Cl benzyl 4-[[3-[3-(3-amino-6-chloro-pyridazin-4-yl)-3,8-diazabicyclo[3.2.1]octan-8-yl]phenyl]methylene]piperidine-1-carboxylate